ClC=1C=C(C=CC1)NC(=O)C1=CNC2=CC=CC=C12 N-(3-chlorophenyl)-1H-indole-3-carboxamide